COC(=O)N1CCCC1C(F)(F)F 5-(trifluoromethyl)pyrrolidine-1-carboxylic acid methyl ester